[Na+].[Na+].OC12C3=CC=CC(=C3C[BH2-]C2C1)C(=O)O.OC12C3=CC=CC(=C3C[BH2-]C2C1)C(=O)O oxyl-5-boranuidatricyclo[5.4.0.02,4]undeca-1(11),7,9-triene-8-carboxylic acid disodium salt